P(=O)(OC[N+]1=C(C(=CC=C1)C1=CC(=NO1)CC1=CC=C(C=C1)\C=C\C1CCCCC1)N)(O)[O-] (E)-(2-amino-3-(3-(4-(2-cyclohexylvinyl)benzyl)isoxazol-5-yl)pyridin-1-ium-1-yl)methyl hydrogen phosphate